The molecule is an iminium betaine that is 5-methylphenazin-5-ium which is substituted at position 1 by an oxidanidyl group. An antibiotic pigment produced by Pseudomonas aeruginosa. It has a role as an antibacterial agent, a biological pigment, a bacterial metabolite and a virulence factor. It is a member of phenazines and an iminium betaine. It is a conjugate base of a pyocyanine(1+). CN1C2=C(C(=CC=C2)O)NC3=CC=CC=C31